tert-butyl (3-bromo-3-(3-chloro-5-fluorophenyl)propyl)(methyl)carbamate BrC(CCN(C(OC(C)(C)C)=O)C)C1=CC(=CC(=C1)F)Cl